(Z)-7-tetradecen-2-yl benzoate C(C1=CC=CC=C1)(=O)OC(C)CCCC\C=C/CCCCCC